tetramethylammonium citraconate C(\C(\C)=C/C(=O)[O-])(=O)[O-].C[N+](C)(C)C.C[N+](C)(C)C